O1[C@H](COCC1)C(=O)N1CCN(CC1)C1=CC2=C(N=C(N=C2N[C@H](C)C2=C(C(=CC=C2)C(F)(F)F)F)C)N=C1OC ((R)-1,4-dioxan-2-yl)(4-(4-(((R)-1-(2-fluoro-3-(trifluoromethyl)-phenyl)ethyl)amino)-7-methoxy-2-methylpyrido[2,3-d]pyrimidin-6-yl)piperazin-1-yl)methanone